C1=CC=CC=2C=CC3=C(SC4=C3C=CC3=CC=CC=C34)C12 Dinaphtho[1,2-b:2',1'-d]Thiophene